O1C[C@H](CC1)NC(C1=CC=CC=C1)=O N-((S)-tetrahydrofuran-3-yl)benzamide